(R)-6-((3,4,5-trifluorobenzyl)oxy)-10,10a-dihydro-1H-oxazolo[3',4':3,4]imidazo[1,2-c]pyrimidin-8(3H)-one FC=1C=C(COC=2C=C3N(C(N2)=O)C[C@H]2N3COC2)C=C(C1F)F